ClC=1C=C(C=C(C1)Cl)C1=NOC(=N1)C=1C=C2C(=NC1)OC([C@@H](C2)O)(C)C (3R)-6-[3-(3,5-dichlorophenyl)-1,2,4-oxadiazol-5-yl]-2,2-dimethyl-3,4-dihydropyrano[2,3-b]pyridin-3-ol